C(C)(C)(C)OC(NCCC1=CC=C(C=C1)OCCN1CC(C1)F)=O 4-(2-(3-Fluoroazetidin-1-yl)ethoxy)phenethylcarbamic acid tert-butyl ester